(S)-N-(3-(1-((2-ethyl-2H-pyrazolo[3,4-b]pyrazin-6-yl)amino)ethyl)-4-fluorophenyl)-3,4-dihydro-2H-pyrano[2,3-b]pyridine-6-carboxamide C(C)N1N=C2N=C(C=NC2=C1)N[C@@H](C)C=1C=C(C=CC1F)NC(=O)C=1C=C2C(=NC1)OCCC2